C(C=CC)=O 2-butenal